3-(3,4-difluoro-2-methoxy-phenyl)-5-(trifluoromethyl)furan-2-carboxylic acid ethyl ester C(C)OC(=O)C=1OC(=CC1C1=C(C(=C(C=C1)F)F)OC)C(F)(F)F